C(C)N1C(=NN=C1)C=1C=C2C=NN(C2=C(C1)OC1=CC=C(C=C1)N1C(N(CC1)C)=O)C 1-[4-[5-(4-ethyl-1,2,4-triazol-3-yl)-1-methyl-indazol-7-yl]oxyphenyl]-3-methyl-imidazolidin-2-one